(S)-4-(3-(2-chloro-4-(methylsulfonyl)phenyl)-1,4-oxazepan-4-yl)-6-methylpyridin-2-amine ClC1=C(C=CC(=C1)S(=O)(=O)C)[C@H]1COCCCN1C1=CC(=NC(=C1)C)N